BrC=1OC(=NN1)C1=CC=C(C=C1)C(F)(F)F 2-bromo-5-(4-(trifluoromethyl)phenyl)-1,3,4-oxadiazole